FC=1C=C(C=C(C1)F)CC(=O)NC=1C(=NC(=CC1)NCC1=CC=C(C=C1)F)N1CCOCC1 2-(3,5-Difluoro-phenyl)-N-[6-(4-fluoro-benzylamino)-2-morpholin-4-yl-pyridin-3-yl]-acetamide